ClCC1C(CCC1)N1CCOCC1 (2-(chloromethyl)cyclopentyl)morpholine